IC=1C=NC(=NC1)NC=1C(=NN(C1)CC#N)C 2-(4-((5-iodopyrimidin-2-yl)amino)-3-methyl-1H-pyrazol-1-yl)acetonitrile